(S)-4-(cyclopropyldifluoromethyl)-2-fluoro-6-(3-methyl-4-(pyridazin-3-ylmethyl)piperazin-1-yl)benzonitrile C1(CC1)C(C1=CC(=C(C#N)C(=C1)N1C[C@@H](N(CC1)CC=1N=NC=CC1)C)F)(F)F